[1-[2-(Dimethylamino)ethyl]-6-(5-methoxy-1H-pyrazol-4-yl)indol-3-yl]-[(3S)-6-fluorochroman-3-yl]methanone CN(CCN1C=C(C2=CC=C(C=C12)C=1C=NNC1OC)C(=O)[C@@H]1COC2=CC=C(C=C2C1)F)C